tert-butyl (3-fluoro-4-(hydroxymethyl)benzyl)carbamate FC=1C=C(CNC(OC(C)(C)C)=O)C=CC1CO